N,N-dihydroxyethylstearylamine ON(O)CCCCCCCCCCCCCCCCCCCC